O.O.OC(=O)C(O)C(O)C(=O)O.N1=CC=CC(=C1)C1N(C)CCC1 nicotine bitartrate dihydrate